ethyl 7-methyl-6-oxo-5H-1,5-naphthyridine-3-carboxylate CC=1C(NC=2C=C(C=NC2C1)C(=O)OCC)=O